17-bromo-4,6,8,10,12,14-hexamethylheptadecyloxymethyl ether BrCCCC(CC(CC(CC(CC(CC(CCCOCOCOCCCC(CC(CC(CC(CC(CC(CCCBr)C)C)C)C)C)C)C)C)C)C)C)C